3-(4,4-difluoroazepan-1-yl)-N-(6-methoxydiazin-4-yl)quinoxaline-2-carboxamide FC1(CCN(CCC1)C=1C(=NC2=CC=CC=C2N1)C(=O)NC1=CN=NC(=C1)OC)F